C(C=C)(=O)N1CCN(CC1)C1=NC(N2C3=C(C(=C(C=C13)C(F)(F)F)C1=CC=C(C3=C1NC(S3)=O)F)SC[C@@H]2COC)=O (3S,10S)-7-(4-acryloylpiperazin-1-yl)-10-(7-fluoro-2-oxo-2,3-dihydrobenzo[d]thiazol-4-yl)-3-(methoxymethyl)-9-(trifluoromethyl)-2,3-dihydro-5H-[1,4]thiazino[2,3,4-ij]quinazolin-5-one